2-(indolin-1-ylmethyl)-6-methyl-3H-quinazolin-4-one N1(CCC2=CC=CC=C12)CC1=NC2=CC=C(C=C2C(N1)=O)C